BrC=1C(C(=C2N(C=CC(=N2)C2CC2)C1)Br)=O 7,9-dibromo-2-cyclopropyl-8H-Pyrido[1,2-a]pyrimidin-8-one